(2R)-4-[4-[4-[[3-(2,3-difluoro-4-methoxyphenyl)imidazo[1,2-a]pyrazin-8-yl]amino]-2-methylbenzoyl]piperazine-1-carbonyl]piperazine-2-carboxylic acid FC1=C(C=CC(=C1F)OC)C1=CN=C2N1C=CN=C2NC2=CC(=C(C(=O)N1CCN(CC1)C(=O)N1C[C@@H](NCC1)C(=O)O)C=C2)C